Amino-delta-valerolactam NC1C(=O)NCCC1